CC1=C(C=C(C(=C1C)OCCCC)C)O 2,3,5-trimethyl-4-butoxyphenol